N[C@H](C(=O)N[C@H](C(=O)NCCNC(=O)C1=C(C(=C(S1)NC(C(CC)C1=CC=C(C=C1)C(F)(F)F)=O)C(=O)OC)C)C(C)C)C(C)C methyl 5-((2-((S)-2-((S)-2-amino-3-methylbutanamido)-3-methylbutanamido)ethyl)carbamoyl)-4-methyl-2-(2-(4-(trifluoromethyl)phenyl)butanamido)thiophene-3-carboxylate